C(CC)OC(C(=C)C#N)=O propyl-α-cyanoacrylate